3-(5-(bromomethyl)-4-fluoropyridin-3-yl)piperidine-2,6-dione BrCC=1C(=C(C=NC1)C1C(NC(CC1)=O)=O)F